4-methyl-2-(pyridin-2-yl)-4,5-dihydrothiazol-4-ol CC1(N=C(SC1)C1=NC=CC=C1)O